methyl (R)-3-(6-(5-chloro-2-(((1S,3R,4S,5R)-4-hydroxy-6,8-dioxabicyclo[3.2.1]octan-3-yl)amino)pyrimidin-4-yl)-4-fluoro-1-isopropyl-1H-benzo[d]imidazol-2-yl)pyrrolidine-1-carboxylate ClC=1C(=NC(=NC1)N[C@@H]1C[C@H]2CO[C@@H]([C@H]1O)O2)C=2C=C(C1=C(N(C(=N1)[C@H]1CN(CC1)C(=O)OC)C(C)C)C2)F